n-butyltriphenyltin C(CCC)[Sn](C1=CC=CC=C1)(C1=CC=CC=C1)C1=CC=CC=C1